(E)-4-(4-isopropyl-3-methoxyphenylvinyl)-1-methyl-1H-imidazole C(C)(C)C1=C(C=C(C=C1)/C=C/C=1N=CN(C1)C)OC